C(C1=CC=CC=C1)SC1=CC=C(C=C1)NC[C@@H]([C@H](CC1=CC=CC=C1)NC(C1=CC=C(C=C1)F)=O)O N-((2S,3S)-4-(4-(benzylthio)phenylamino)-3-hydroxy-1-phenylbutan-2-yl)-4-fluorobenzamide